C1(C=CC(N1C1=CC=C(C=C1)N=C=O)=O)=O (p-maleimidophenyl) isocyanate